(4-(2-(Ethyl(4-hydroxybutyl)amino)ethyl)-1,3-dioxolane-2,2-diyl)bis(1-(pentylthio)-hexane-6,2-diyl) bis(decanoate) C(CCCCCCCCC)(=O)OC(CSCCCCC)CCCCC1(OCC(O1)CCN(CCCCO)CC)CCCCC(CSCCCCC)OC(CCCCCCCCC)=O